C(#N)[C@H](CC1=CC=C(C=C1)C=1C=CC2=C(N(C(O2)=O)C)C1)NC(=O)[C@H]1OCCCNC1 (2S)-N-{(1S)-1-cyano-2-[4-(3-methyl-2-oxo-2,3-dihydro-1,3-benzooxazol-5-yl)phenyl]ethyl}-1,4-oxaazepane-2-carboxamide